C1(CC1)CON1CCCCC1 (cyclopropylmethoxy)piperidin